C(C)N1C(NCC1C(=O)NC1=CC(=CC=2CCOC21)OC2=NC=C(C=C2)C(F)(F)F)=O 3-Ethyl-2-oxo-N-(5-((5-(trifluoromethyl)pyridin-2-yl)oxy)-2,3-dihydrobenzo-furan-7-yl)imidazolidine-4-carboxamide